O=C1N(CCC(N1)=O)C1=C(CN2CCC(CC2)N2CCN(CC2)C2=C(C=C(C=C2)NC(C2=CC(=C(C=C2)C)C#CC2=CN=C3N2N=CC=C3)=O)C(F)(F)F)C=CC=C1 N-(4-(4-(1-(2-(2,4-dioxotetrahydropyrimidin-1(2H)-yl)benzyl)piperidin-4-yl)piperazin-1-yl)-3-(trifluoromethyl)phenyl)-3-(imidazo[1,2-b]pyridazin-3-ylethynyl)-4-methylbenzamide